CSC1=NC=CC(=N1)C1=CC(NC=C1)=O 4-(2-(methylsulfanyl)pyrimidin-4-yl)pyridin-2(1H)-one